water ammonium formate C(=O)[O-].[NH4+].O